C(C)(=O)NC1=NC=CC(=C1)OC1=C(C=C(C=C1)NC(=O)C1=NC=CN(C1=O)C1=CC=C(C=C1)F)F N-{4-[2-(acetamido)pyridin-4-yloxy]-3-fluorophenyl}-3-oxo-4-(4-fluorophenyl)-3,4-dihydropyrazine-2-carboxamide